BrC=1C(=NC(=CC1)C=1N=NN(C1COC1OCCCC1)C)C(F)F 3-bromo-2-(difluoromethyl)-6-{1-methyl-5-[(oxan-2-yloxy)methyl]-1H-1,2,3-triazol-4-yl}pyridine